1-[(7aR)-5-chloro-4-(2-chloro-6-hydroxyphenyl)-1-methyl-1,7a,8,10,11,13-hexahydroimidazo[4,5-g]pyrazino[2,1-c][1,4]benzoxazepine-9(7H)-yl]prop-2-en-1-one ClC1=C(C2=C(C=3CN4[C@@H](COC31)CN(CC4)C(C=C)=O)N(C=N2)C)C2=C(C=CC=C2O)Cl